C1(=CC=CO1)OC1=CC=CO1 oxacyclopentadienyl ether